NC=1C=C(C=C(C1)N)NC1=CC=CC=C1 N-(3,5-diaminophenyl)aniline